O1C2=C(OCC1)C=C(C=C2)C=2C=CC(=C(C2)NC2=NC=NC1=CC(=C(C=C21)OC2CCN(CC2)C(C=C)=O)OC)OC 1-(4-((4-((5-(2,3-dihydrobenzo[b][1,4]dioxin-6-yl)-2-methoxyphenyl)amino)-7-methoxyquinazolin-6-yl)oxy)piperidin-1-yl)prop-2-en-1-one